N=1C=NN2C1C=CC(=C2)C2=CC(=NN2C2=NC(=CC=C2)C)CC(=O)NC2=CC=C(C=C2)C(NC)=O 5-([1,2,4]triazolo[1,5-a]pyridin-6-yl)-N-(4-(methylcarbamoyl)phenyl)-1-(6-methylpyridin-2-yl)-1H-pyrazole-3-carboxyamide